sodium-silver [Ag].[Na]